C(C)OC(CCNC1=C(C=C(C=C1)Br)CC)=O 3-((4-bromo-2-ethylphenyl)amino)propionic acid ethyl ester